BrC1=CC=CC2=C1N(C=N2)CCCN(C(OC(C)(C)C)=O)CC tert-butyl N-[3-(7-bromobenzimidazol-1-yl)propyl]-N-ethyl-carbamate